tritetrazol chloride [Cl-].N1N=NN=C1.N1N=NN=C1.N1N=NN=C1